4-(6-((5-chloro-2-fluorobenzyl)oxy)pyridin-2-yl)piperidine-1-carboxylic acid tert-butyl ester C(C)(C)(C)OC(=O)N1CCC(CC1)C1=NC(=CC=C1)OCC1=C(C=CC(=C1)Cl)F